CN1C=C(C=2C1=CN=C(C2)NC(C)=O)C2=CC(=C1C(=N2)C2(OCC1)COCC2)OC(C)C2COC2 N-(1-methyl-3-(4'-(1-(oxetane-3-yl)ethoxy)-4,5,5',6'-tetrahydro-2H-spiro[furan-3,8'-pyrano[3,4-b]pyridin]-2'-yl)-1H-pyrrolo[2,3-c]pyridin-5-yl)acetamide